C1(CC1)N1C[C@@H](CCC1)[C@H](C1=CC(=C(N=N1)C1=C(C=C(C=C1)C(F)(F)F)O)C)O 2-(6-((R)-((R)-1-cyclopropylpiperidin-3-yl)(hydroxy)methyl)-4-methylpyridazin-3-yl)-5-(trifluoromethyl)phenol